(S)-3-[(R*)-3-(3-hydroxyphenyl)-piperidin-1-ylmethyl]-2,3-dihydro-benzo[1,4]dioxin-6-ol OC=1C=C(C=CC1)[C@@H]1CN(CCC1)C[C@@H]1OC2=C(OC1)C=CC(=C2)O |o1:7|